tert-butyl 2-[2-[[2-(2-cyclopropyl-7-methyl-4-oxo-furo[2,3-d]pyridazin-5-yl) acetyl]amino]pyrimidin-5-yl]acetate C1(CC1)C1=CC2=C(C(=NN(C2=O)CC(=O)NC2=NC=C(C=N2)CC(=O)OC(C)(C)C)C)O1